C1(CC1)NC(C1=CC(=C(C=C1)C)C=1C=C(C(=NC1)NC(CO)(C)C)C=1C=NC=CC1)=O N-cyclopropyl-3-(2-((1-hydroxy-2-methylpropan-2-yl)amino)-[3,3'-bipyridin]-5-yl)-4-methylbenzamide